FC1=C(C(=CC=C1)F)C(C#N)O 2-(2,6-difluorophenyl)-2-hydroxyacetonitrile